isopropyl ((((2S,5R)-5-(4-amino-5-fluoro-2-oxopyrimidin-1(2H)-yl)-4-fluoro-2,5-dihydrofuran-2-yl)methoxy)(phenoxy)phosphoryl)-L-alaninate NC1=NC(N(C=C1F)[C@H]1C(=C[C@H](O1)COP(=O)(OC1=CC=CC=C1)N[C@@H](C)C(=O)OC(C)C)F)=O